CC=1N(C2=NC(=NC(=C2N1)NC1=CC=CC=C1)N1CCOCC1)/N=C/C1=CC(=CC=C1)C (E)-8-methyl-9-((3-methylbenzylidene)amino)-2-morpholino-N-phenyl-9H-purin-6-amine